1-(6-fluoro-4-(4-fluorophenyl)-3,4-dihydroquinoxalin-1(2H)-yl)-2-(piperidin-1-yl)propan FC=1C=C2N(CCN(C2=CC1)CC(C)N1CCCCC1)C1=CC=C(C=C1)F